1-(2-fluoropyridin-4-yl)-4-methylpiperazine FC1=NC=CC(=C1)N1CCN(CC1)C